(2S,11aR)-6-(((S)-1,1-difluoropropan-2-yl)oxy)-8-methyl-2-((2-oxo-1,2,3,4-tetrahydroquinolin-7-yl)oxy)-2,3,11,11a-tetrahydro-1H,5H-benzo[f]pyrrolo[2,1-c][1,4]oxazepin-5-one FC([C@H](C)OC1=CC(=CC2=C1C(N1[C@@H](CO2)C[C@@H](C1)OC1=CC=C2CCC(NC2=C1)=O)=O)C)F